N-((1S)-2-((2-(((1-(aminomethyl)cyclopropyl)methyl)amino)-2-isopropyl-2,3-dihydro-1H-inden-5-yl)amino)-1-cyclohexyl-2-oxoethyl)-1-methyl-1H-pyrazole-5-carboxamide NCC1(CC1)CNC1(CC2=CC=C(C=C2C1)NC([C@H](C1CCCCC1)NC(=O)C1=CC=NN1C)=O)C(C)C